(3-hydroxypropyl)-3-(4-(trifluoromethyl)phenyl)thiourea OCCCNC(=S)NC1=CC=C(C=C1)C(F)(F)F